NC1=NC=CC=C1C1=NC=2C(=NC(=CC2)C=2N=CSC2)N1C1=CC=C(CN2CCC(CC2)NC2=NC(=NC=C2)C#N)C=C1 4-((1-(4-(2-(2-aminopyridin-3-yl)-5-(thiazol-4-yl)-3H-imidazo[4,5-b]pyridin-3-yl)benzyl)piperidin-4-yl)amino)pyrimidine-2-carbonitrile